dimethyl-di(tert-butylperoxy)hexane CC(C(OOC(C)(C)C)(OOC(C)(C)C)C)CCCC